NC1=NC(N(C=C1)[C@@H]1O[C@@H]([C@H]([C@@H]1O)O)CO)=O 4-amino-1-((2R,3S,4S,5R)-3,4-dihydroxy-5-(hydroxymethyl)tetrahydrofuran-2-yl)pyrimidin-2(1H)-one